BrC1=C(C(=CC=C1)F)NC(CCl)=O N-(2-bromo-6-fluorophenyl)-2-chloroacetamide